F[C@@H](C1(COC1)C=1C=C(C=CC1)N1C(C2=CC(=CC(=C2C1)C(F)(F)F)CN1C[C@H](CC1)F)=O)C1=NN=CN1C 2-(3-(3-((S)-fluoro(4-methyl-4H-1,2,4-triazol-3-yl)methyl)oxetan-3-yl)phenyl)-6-(((S)-3-fluoropyrrolidin-1-yl)methyl)-4-(trifluoromethyl)isoindolin-1-one